N-([1,1'-biphenyl]-2-yl)-N-(9,9-dimethyl-9H-fluoren-2-yl)-3',3',4',7'-tetramethyl-2',3'-dihydrospiro[fluorene-9,1'-inden]-2-amine C1(=C(C=CC=C1)N(C1=CC2=C(C=C1)C1=CC=CC=C1C21CC(C2=C(C=CC(=C12)C)C)(C)C)C1=CC=2C(C3=CC=CC=C3C2C=C1)(C)C)C1=CC=CC=C1